ClC1=CC(=NC(=C1)C(F)(F)F)C(=O)N1CCC(CC1)N1CC(C1)(N1N=CC(=C1)C=1C2=C(N=CN1)NC=C2)CC#N {1-(1-{[4-chloro-6-(trifluoromethyl)pyridin-2-yl]carbonyl}piperidin-4-yl)-3-[4-(7H-pyrrolo[2,3-d]pyrimidin-4-yl)-1H-pyrazol-1-yl]azetidin-3-yl}acetonitrile